FC=1C=C2N=CC(=NC2=CC1)NCC1N(C2CC(C1C)C2)C(=O)C2=NC(=CC=C2N2N=CC=N2)C cis-6-fluoro-N-({4-methyl-2-[6-methyl-3-(2H-1,2,3-triazol-2-yl)pyridine-2-carbonyl]-2-azabicyclo[3.1.1]hept-3-yl}methyl)quinoxalin-2-amine